n-Butylacrylat C(CCC)OC(C=C)=O